N-(3-chloro-4-iodopyridin-2-yl)-4-methylbenzenesulfonamide ClC=1C(=NC=CC1I)NS(=O)(=O)C1=CC=C(C=C1)C